(5aR,5bS,7aS,10aS,10bR,12S,12aS)-12-hydroxy-2-(3-hydroxyphenyl)-5a,7a-dimethyl-4,5,5a,5b,6,7,7a,9,10,10a,10b,11,12,12a-tetradecahydro-8H-cyclopenta[7,8]phenanthro[2,1-d]thiazol-8-one O[C@H]1C[C@H]2[C@H]3[C@](CC[C@@H]2[C@]2(CCC=4N=C(SC4[C@H]12)C1=CC(=CC=C1)O)C)(C(CC3)=O)C